methacryloxyloxyethyl-trimethyl-ammonium C(=O)(C(=C)C)OOCC[N+](C)(C)C